O(C1=CC=CC=C1)CC1CO1 3-phenoxy-1,2-propylene oxide